4-[(5-bromo-4-methoxypyridin-3-yl)methyl]-N-[(2,4-dimethoxyphenyl)methyl]-3-fluoropyridin-2-amine BrC=1C(=C(C=NC1)CC1=C(C(=NC=C1)NCC1=C(C=C(C=C1)OC)OC)F)OC